(1R,4r)-4-((2-((6-((R)-3-((3-Ethoxypyridin-2-yl)oxy)piperidin-1-yl)pyrazin-2-yl)amino)pyrimidin-4-yl)oxy)cyclohexan C(C)OC=1C(=NC=CC1)O[C@H]1CN(CCC1)C1=CN=CC(=N1)NC1=NC=CC(=N1)OC1CCCCC1